((6-hydroxy-2-(2-methylbenzoyl)benzo[b]thiophen-3-yl)oxy)-2-naphthoic acid OC=1C=CC2=C(SC(=C2OC2=C(C=CC3=CC=CC=C23)C(=O)O)C(C2=C(C=CC=C2)C)=O)C1